(10H-phenothiazin-10-yl)-11H-indeno[1,2-b]quinolin-11-one C1=CC=CC=2SC3=CC=CC=C3N(C12)C1=C2C(C=3C(=NC=4C=CC=CC4C3)C2=CC=C1)=O